CS(=O)(=O)N1CC(NCC1)=O 4-(methylsulfonyl)piperazin-2-one